6-(4-methoxyphenyl)-5-((2-methylthiazol-4-yl)methoxy)isoindolin-1-one COC1=CC=C(C=C1)C1=C(C=C2CNC(C2=C1)=O)OCC=1N=C(SC1)C